(2-(dimethylamino)ethyl)-5-(2-nitrophenyl)-2-(3-(trifluoromethoxy)phenyl)oxazole-4-carboxamide CN(CCNC(=O)C=1N=C(OC1C1=C(C=CC=C1)[N+](=O)[O-])C1=CC(=CC=C1)OC(F)(F)F)C